COCC1(COCCC1NC1=NN=C(C2=CC=CC=C12)C1=CC=C(C=C1)C(F)(F)F)O 3-(methoxymethyl)-4-((4-(4-(trifluoromethyl)phenyl)phthalazin-1-yl)amino)tetrahydro-2H-pyran-3-ol